N-dimethylamino(tert-butyldimethylgermyl)glyoxylamide CN(NC(C(=O)[Ge](C)(C)C(C)(C)C)=O)C